O[C@@H]1C[C@H](N(C1)C(=O)[C@H](C(C)(C)C)NC(CCCCCCCCCCCCC(=O)O)=O)C(NCC1=CC=C(C=C1)C1=C(N=CS1)C)=O 14-[[(1S)-1-[(2S,4R)-4-hydroxy-2-[[4-(4-methylthiazol-5-yl)phenyl]methylcarbamoyl]pyrrolidine-1-carbonyl]-2,2-dimethyl-propyl]amino]-14-oxo-tetradecanoic acid